1-((S)-2,2,2-trifluoro-1-((R or S)-3-(2-(5-fluorothiophen-2-yl)ethyl)-1-(2-(6-methylpyridin-3-yl)propan-2-yl)pyrrolidin-3-yl)ethyl)urea FC([C@H]([C@]1(CN(CC1)C(C)(C)C=1C=NC(=CC1)C)CCC=1SC(=CC1)F)NC(=O)N)(F)F |o1:3|